COC1=CC(=C(C=C1)NC(C)=O)C(C)C1=CC=CC=C1 N-(4-methoxy-2-(1-phenylethyl)phenyl)acetamide